propylene glycol monoLaurate C(CCCCCCCCCCC)(=O)O.C(C(C)O)O